CC=1C=C(C=C(C1)C(NNS(=O)(=O)C1=CC(=CC=C1)C(NC)=O)=O)C1=NC=CC(=C1)CNC(OC(C)(C)C)=O tert-butyl N-[[2-[3-methyl-5-[[[3-(methylcarbamoyl) phenyl]sulfonylamino]carbamoyl]phenyl]-4-pyridyl]methyl]carbamate